3-(4-((3-chloro-2-fluorophenyl)amino)-7-methoxyquinazolin-6-yl)-2-oxo-1-oxa-3,9-diazaspiro[5.5]undecane-9-carboxylic acid tert-butyl ester C(C)(C)(C)OC(=O)N1CCC2(CCN(C(O2)=O)C=2C=C3C(=NC=NC3=CC2OC)NC2=C(C(=CC=C2)Cl)F)CC1